(1R,4R,5S)-3-benzyl-1-methyl-4-vinyl-3,8-diazabicyclo[3.2.1]octane-8-carboxylic acid tert-butyl ester C(C)(C)(C)OC(=O)N1[C@]2(CN([C@@H]([C@@H]1CC2)C=C)CC2=CC=CC=C2)C